ClC=1C(=C(CCN2[C@@H](C[C@@](CC2)(C(=O)O)CC2=NC(=CC=C2F)NC2=NNC(=C2)C)C)C(=CC1)F)F (2R,4R)-1-(3-chloro-2,6-difluorophenethyl)-4-((3-fluoro-6-((5-methyl-1H-pyrazol-3-yl)amino)pyridin-2-yl)methyl)-2-methyl-piperidine-4-carboxylic acid